C(C)OC(CC(=O)C1=NN(C2=C1CN([C@@H](C2)C)C(=O)OC(C)(C)C)C(=O)OC(C)(C)C)=O Di-tert-butyl (6R)-3-(3-ethoxy-3-oxopropanoyl)-6-methyl-6,7-dihydro-1H-pyrazolo[4,3-c]-pyridine-1,5(4H)-dicarboxylate